1-(2-bromo-5-cyclopropylphenyl)cyclopropan-1-ol tert-butyl-(5-(4-phenylbut-1-yn-1-yl)-1,3,4-thiadiazol-2-yl)carbamate C(C)(C)(C)N(C(=O)OC1(CC1)C1=C(C=CC(=C1)C1CC1)Br)C=1SC(=NN1)C#CCCC1=CC=CC=C1